CS(=O)(=O)N1CCC(CC1)NC1=NC2=C(C=CC=C2C=N1)C=1CC2(CCN(C2)C(=O)OC(C)(C)C)CC1 Tert-butyl 7-(2-((1-(methylsulfonyl)piperidin-4-yl)amino)quinazolin-8-yl)-2-azaspiro[4.4]non-7-ene-2-carboxylate